N[C@@H](C)C=1C=C(C=CC1F)NC(OC(C)(C)C)=O tert-butyl (S)-(3-(1-aminoethyl)-4-fluorophenyl)carbamate